ClC1=C(C#N)C=C(C(=N1)\C=C\OCC)F (E)-2-chloro-6-(2-ethoxyvinyl)-5-fluoronicotinonitrile